FC1=C(C=CC(=C1)F)N1CCN(CC1)C=1N=C2N(C(C1C)=O)C=C(C=C2[C@@H](C)NC2=C(C(=O)O)C=CC=C2)C (R)-2-((1-(2-(4-(2,4-difluorophenyl)piperazin-1-yl)-3,7-dimethyl-4-oxo-4H-pyrido[1,2-a]pyrimidin-9-yl)ethyl)amino)benzoic acid